C1(CC1)N1CCC(CC1)C(=O)C1=CC=CC(=N1)NC(C1=C(C=C(C=C1F)F)F)=O N-(6-(1-cyclopropylpiperidine-4-carbonyl)pyridin-2-yl)-2,4,6-trifluorobenzamide